1-(o-tolylcarbamothioyl)-3-[3-[3-[1-[4-(trifluoromethoxy)phenyl]-1H-1,2,4-triazol-3-yl]phenyl]propyl]urea C1(=C(C=CC=C1)NC(=S)NC(=O)NCCCC1=CC(=CC=C1)C1=NN(C=N1)C1=CC=C(C=C1)OC(F)(F)F)C